CNC[C@@H]1OC[C@@H](C2=C1SC=C2)C cis-N-methyl-1-(4-methyl-4,7-dihydro-5H-thieno[2,3-c]pyran-7-yl)methanamine